1-Methyl-4-(4-((3-(methylamino)-1-phenylpropoxy)methyl)phenyl)-1,2,3,4-tetrahydro-5H-benzo[e][1,4]diazepin-5-one CN1CCN(C(C2=C1C=CC=C2)=O)C2=CC=C(C=C2)COC(CCNC)C2=CC=CC=C2